3-(2-(7,8-Dimethyl-[1,2,4]triazolo[1,5-a]pyridin-6-yl)-3-isopropyl-1H-indol-5-yl)cyclobutan-1-amin CC1=C(C=2N(C=C1C=1NC3=CC=C(C=C3C1C(C)C)C1CC(C1)N)N=CN2)C